FC=1C=C(C=CC1)C1=CC=2C(=NC=CC2NC(=O)C2CCC(CC2)C(C)NC(OC(C)(C)C)=O)N1COCC[Si](C)(C)C tert-butyl (1-((1r,4r)-4-((2-(3-fluorophenyl)-1-((2-(trimethylsilyl)ethoxy)methyl)-1H-pyrrolo[2,3-b]pyridin-4-yl)carbamoyl)cyclohexyl)ethyl)carbamate